ClC=1C=C(C=CC1F)NC(N(CC(C)C)[C@H](C)C1=CNC(C2=C(C(=CC=C12)F)F)=O)=O (R)-3-(3-chloro-4-fluorophenyl)-1-(1-(7,8-difluoro-1-oxo-1,2-dihydroisoquinolin-4-yl)ethyl)-1-isobutyl-urea